[Si](C)(C)(C(C)(C)C)OCC(=CC(=O)OC(C)C)CO[Si](C)(C)C(C)(C)C isopropyl 4-[tert-butyl(dimethyl)silyl]oxy-3-[[tert-butyl(dimethyl)silyl]oxy methyl]but-2-enoate